CS(=O)(=O)C1=CC=C(C=C1)C=1C(NC2=CC=C(C=C2C1)C1CCN(CC1)C)=O 3-(4-methanesulfonylphenyl)-6-(1-methylpiperidin-4-yl)-1,2-dihydroquinolin-2-one